(1S,3S)-3-((4-(4-((((R)-1-(2-chlorophenyl)ethoxy)carbonyl)amino)oxazol-5-yl)phenyl)carbamoyl)-2,2-difluorocyclopropane-1-carboxylic acid ClC1=C(C=CC=C1)[C@@H](C)OC(=O)NC=1N=COC1C1=CC=C(C=C1)NC(=O)[C@H]1C([C@@H]1C(=O)O)(F)F